2-amino-4-(7-cyanobenzo[b]thiophen-3-yl)-6-methyl-1,4-dihydropyridine-3,5-dicarboxylic acid dimethyl ester COC(=O)C1=C(NC(=C(C1C=1C2=C(SC1)C(=CC=C2)C#N)C(=O)OC)C)N